1-(4-(6-(4-fluorophenyl)-4-(((6-methylpyridazin-3-yl)methyl)amino)pyrido[2,3-d]pyrimidin-2-yl)piperazin-1-yl)ethan-1-one FC1=CC=C(C=C1)C1=CC2=C(N=C(N=C2NCC=2N=NC(=CC2)C)N2CCN(CC2)C(C)=O)N=C1